(S)-N-(1-(3-(3,5-dimethylphenyl)-1-methyl-1,2,4-triazol-5-yl)ethyl)-3-hydroxy-4-methoxypicolinamide CC=1C=C(C=C(C1)C)C1=NN(C(=N1)[C@H](C)NC(C1=NC=CC(=C1O)OC)=O)C